C(CCN(C(=O)O)N)CN azalysine